8-[1-[[6-chloro-2-(1-hydroxy-4-methyl-3H-2,1-benzoxaborol-5-yl)-3-pyridyl]amino]ethyl]-2-isopropyl-3,6-dimethyl-chromen-4-one ClC1=CC=C(C(=N1)C=1C=CC2=C(COB2O)C1C)NC(C)C=1C=C(C=C2C(C(=C(OC12)C(C)C)C)=O)C